FC1=C(C(=O)N(C2=NC=CC3=C2C=C(S3)C3=CN=NC=C3)[C@H]3CNCCC3)C=CC(=C1)N1N=NC=3C1=NC=CC3 2-fluoro-N-[(3R)-3-piperidyl]-N-(2-pyridazin-4-ylthieno[3,2-c]pyridin-4-yl)-4-(triazolo[4,5-b]pyridin-3-yl)benzamide